isopropyl-L-tyrosine C(C)(C)N[C@@H](CC1=CC=C(C=C1)O)C(=O)O